iron (Z)-4-oxopent-2-en-2-ol O=C(\C=C(\C)/O)C.[Fe]